FC1=C2C=C(NC2=CC=C1)C1=C(C(OC1(CCCCC)O)=O)C(=O)NOC 4-(4-fluoro-1H-indol-2-yl)-5-hydroxy-N-methoxy-2-oxo-5-pentyl-2,5-dihydrofuran-3-carboxamide